NC=1N=NC(=CC1N1C[C@@H]2CC[C@H](C1)N2C(=O)OC(C)(C)C)Cl tert-butyl (1S,5R)-3-(3-amino-6-chloro-pyridazin-4-yl)-3,8-diazabicyclo[3.2.1]octane-8-carboxylate